CN1CC(C1)N1N=CC(=C1)B1OC(C(O1)(C)C)(C)C 1-(1-methylazetidin-3-yl)-4-(4,4,5,5-tetramethyl-1,3,2-dioxaborolan-2-yl)-1H-pyrazole